4,4-bis(N,N'-dimethyl-amino)benzophenone CN(C)C1(CC=C(C(=O)C2=CC=CC=C2)C=C1)N(C)C